C1=C(C=CC2=CC=CC=C12)N1C(C2N(CCN(C2)CC2=CC=C3C=CC4=CC=CC5=CC=C2C3=C45)C(C1)=O)=O 8-(Naphthalen-2-yl)-2-(pyrene-1-ylmethyl)hexahydro-2H-pyrazino[1,2-a]pyrazine-6,9-dione